3-amino-N-(1-methyl-4-piperidyl)-6-[4-(prop-2-enoylamino)-6-quinolyl]pyridine-2-carboxamide NC=1C(=NC(=CC1)C=1C=C2C(=CC=NC2=CC1)NC(C=C)=O)C(=O)NC1CCN(CC1)C